Methyl 1-Formyl-5,6,7,8-tetrahydroindolizine-2-carboxylate C(=O)C=1C(=CN2CCCCC12)C(=O)OC